C(C1=C(C=C(C(=C1)Cl)Cl)O)C1=C(C=C(C(=C1)Cl)Cl)O 2,2'-Methylenebis(4,5-dichlorophenol)